NC1=NC=C(C=C1N)F 2,3-diamino-5-fluoropyridine